4,4-dimethyl-2-oxopyrrolidin CC1(CC(NC1)=O)C